(Z)-3-(4-chlorophenyl)-2,5-dimethylhex-2-enoic acid methyl ester COC(\C(=C(\CC(C)C)/C1=CC=C(C=C1)Cl)\C)=O